C(C)OC=1C=C(C=CC1C=1NC(C2=C(N1)NN=N2)=O)C2=CC(=C(C=C2)C)OC(C(=O)O)CC 2-((3'-ethoxy-4-methyl-4'-(7-oxo-6,7-dihydro-3H-[1,2,3]triazolo[4,5-d]pyrimidin-5-yl)-[1,1'-biphenyl]-3-yl)oxy)butanoic acid